OCC1=C(C=C(C=C1)C1N(CCN(C1)C(=O)OC(C)(C)C)C(=O)OC(C)(C)C)OC di-tert-butyl 2-(4-(hydroxymethyl)-3-methoxyphenyl)piperazine-1,4-dicarboxylate